NC1=CC(=C(OC=2C(=C3C4(CNC3=CC2)CC4)C)C(=C1)Cl)Cl 5'-(4-amino-2,6-dichlorophenoxy)-4'-methyl-spiro[cyclopropane-1,3'-indoline]